1-[4-[(4-methylpiperazine-1-yl)methylethoxymethylsilyl]phenyl]-1-phenylethylene CN1CCN(CC1)C[SiH](C1=CC=C(C=C1)C(=C)C1=CC=CC=C1)COCC